2H-pyrimido(4,5-b)indol-2(3H)-one N=1C(NC=C2C1NC1=CC=CC=C21)=O